FC=1C(=NC(=NC1C)N1C[C@@H]2[C@H](C1)CN(C2)C(=O)C2=C(C=CC=C2N2N=CC=N2)F)C(C)(C)O ((3aR,6aS)-5-(5-fluoro-4-(2-hydroxypropan-2-yl)-6-methylpyrimidin-2-yl)hexahydropyrrolo[3,4-c]pyrrol-2(1H)-yl)(2-fluoro-6-(2H-1,2,3-triazol-2-yl)phenyl)methanone